racemic-(3-(3,5-difluorophenyl)-2,7-dimethyl-2,4,5,7-tetrahydro-6H-pyrazolo[3,4-c]pyridin-6-yl)(quinoxalin-6-yl)methanone FC=1C=C(C=C(C1)F)C=1N(N=C2[C@H](N(CCC21)C(=O)C=2C=C1N=CC=NC1=CC2)C)C |r|